O=C1N(C(CN1C1=CC=C(C=C1)C(F)(F)F)=O)CC1=CC(=C(OC(C(=O)O)C)C(=C1)C)C 2-(4-((2,5-Dioxo-3-(4-(trifluoro-methyl)phenyl)imidazolin-1-yl)methyl)-2,6-dimethylphenoxy)propionic acid